C(C)OC(C)=N acetimidic acid ethyl ester